FC(C1=C(C=CC=C1)CN1N=C(C=2CN(CCC21)C(=O)OC(C)(C)C)CO)F tert-butyl 1-[[2-(difluoromethyl) phenyl] methyl]-3-(hydroxymethyl)-1h,4h,5h,6h,7h-pyrazolo[4,3-C]pyridine-5-carboxylate